pyrrolo[1,2-a]Pyrazine-1,4-dione C1(C=2N(C(C=N1)=O)C=CC2)=O